3,4,5-trimethoxy-α-methylstyrene COC=1C=C(C(=C)C)C=C(C1OC)OC